3-[2-[3-[[(2S,3R,4S)-1-benzyloxycarbonyl-4-fluoro-3-(fluoromethylsulfonylamino)-2-piperidyl]methyl]-2-fluoro-phenyl]-4,6-difluoro-phenoxy]propanoic acid C(C1=CC=CC=C1)OC(=O)N1[C@H]([C@H]([C@H](CC1)F)NS(=O)(=O)CF)CC=1C(=C(C=CC1)C1=C(OCCC(=O)O)C(=CC(=C1)F)F)F